8-((3,3-difluoropyrrolidin-1-yl)sulfonyl)-6-(4-fluorophenyl)quinazolin-4-ol FC1(CN(CC1)S(=O)(=O)C=1C=C(C=C2C(=NC=NC12)O)C1=CC=C(C=C1)F)F